CC(C)C=1C(=NC=C(C1)C(C)C)N 3,5-bis(propan-2-yl)pyridin-amine